2-dodecen CC=CCCCCCCCCC